C1(CC1)C1=NN(C=N1)C1CC2(CN(C2)C(=O)N2CCC(CC2)[C@@H](C(=O)N)C2=CC=C(C=C2)F)C1 (2R)-2-[1-[6-(3-cyclopropyl-1,2,4-triazol-1-yl)-2-azaspiro[3.3]heptane-2-carbonyl]-4-piperidyl]-2-(4-fluorophenyl)acetamide